(3-iodo-4-methylphenyl)-4-methyl-3-(trifluoromethyl)benzamide IC=1C=C(C=CC1C)C1=C(C(=O)N)C=CC(=C1C(F)(F)F)C